1-[(1-Methyl-1H-pyrazol-4-yl)[(3R)-1-methylpiperidin-3-yl]sulfamoyl]-3-[5-methyl-2-(propan-2-yl)thiophen-3-yl]urea CN1N=CC(=C1)N(S(=O)(=O)NC(=O)NC1=C(SC(=C1)C)C(C)C)[C@H]1CN(CCC1)C